(E)-prop-1-en-1-yl-benzene C(=C\C)/C1=CC=CC=C1